C[C@](C(=O)O)(O)CC(=O)O (S)-(+)-methyl-malic acid